BrCCCCO[Si](O[Si](OC(CCCCCCC)OCCCCCCCC)(C)C)(C)C 1-(4-bromobutoxy)-1,1,3,3-tetramethyl-3-((1-(octyloxy)octyl)oxy)disiloxane